CC1=CC=C(C=C1C)C 6,3-dimethylphenylmethane